NC1CC(N(C1)C1=CC=C(C=C1)S(=O)(=O)N1CCN(CC1)C1=NC(=CC(=C1)OC1=CC=CC=C1)Cl)=O 4-amino-1-[4-[4-(6-chloro-4-phenoxy-2-pyridinyl)piperazin-1-yl]sulfonylphenyl]pyrrolidin-2-one